4-(hydroxymethyl)-1-methyl-7-(trifluoromethyl)isochroman-4-ol OCC1(COC(C2=CC(=CC=C12)C(F)(F)F)C)O